CS(=O)(=O)C=1C=C(C(=O)N2C(CSCC2)C(=O)N)C=CC1 4-(3-(methylsulfonyl)benzoyl)-3-thiomorpholinecarboxamide